((7R)-7-Amino-2-azabicyclo[2.2.1]heptan-2-yl)(2-(1-(cyclopropylmethyl)-6-(2-hydroxypropan-2-yl)-1H-pyrrolo[2,3-b]pyridin-2-yl)-4-methoxy-3-methylbenzofuran-6-yl)methanone N[C@H]1C2N(CC1CC2)C(=O)C2=CC1=C(C(=C(O1)C1=CC=3C(=NC(=CC3)C(C)(C)O)N1CC1CC1)C)C(=C2)OC